6-(4-Ethyl-3-(hydroxymethyl)-5-oxo-4,5-dihydro-1H-1,2,4-triazol-1-yl)-7-Fluoro-4-isopropyl-2-(2-(trifluoromethyl)phenyl)isoquinolin-1(2H)-one C(C)N1C(=NN(C1=O)C=1C=C2C(=CN(C(C2=CC1F)=O)C1=C(C=CC=C1)C(F)(F)F)C(C)C)CO